(3S)-3-(((6-bromo-1-(tetrahydro-2H-pyran-2-yl)-1H-benzo[d][1,2,3]triazol-4-yl)oxy)methyl)pyrrolidine-1-carboxylic acid tert-butyl ester C(C)(C)(C)OC(=O)N1C[C@H](CC1)COC1=CC(=CC=2N(N=NC21)C2OCCCC2)Br